C(C)(C)(C)C1=NC2=CC=CC=C2C12C(N(C1=C(C=C(C=C21)Cl)C)C)=O 2-(tert-Butyl)-5'-chloro-1',7'-dimethylspiro[indole-3,3'-indolin]-2'-one